alpha-(4-chloro-benzyl)-proline ClC1=CC=C(C[C@@]2(NCCC2)C(=O)O)C=C1